2-(4-((2-chlorophenyl)(hydroxy)methyl)-2-((S)-3-(3-chloropyridin-2-yloxy)pyrrolidin-1-yl)phenyl)ethanol ClC1=C(C=CC=C1)C(C1=CC(=C(C=C1)CCO)N1C[C@H](CC1)OC1=NC=CC=C1Cl)O